hafnium dimethyl-pyridinamine CC1=C(C(=NC=C1)N)C.[Hf]